C(C)(C)(C)OC(=O)C1(CC1)N1C(C2=CC=C(C=C2C2(C1=O)CC2)Br)=O 1-(6'-Bromo-1',3'-dioxo-1'h-spiro[cyclopropane-1,4'-isoquinoline]-2'(3'h)-yl)cyclopropanecarboxylic acid tert-butyl ester